N-(benzo[d][1,3]dioxol-5-yl)-7-(3,4-dimethoxyphenyl)pyrazolo[1,5-a]pyrimidine O1COC2=C1C=CC(=C2)N2CC=C1N2C(=CC=N1)C1=CC(=C(C=C1)OC)OC